N1C(=NC=C1)C1=CC=CC(=N1)C=O 6-(1H-imidazol-2-yl)pyridineformaldehyde